(l)-3,5-dihydroxybenzaldehyde OC=1C=C(C=O)C=C(C1)O